7-[2-(trifluoromethyl)pyridin-3-yl]-[1,2]thiazolo[4,5-b]pyridin-3-ol FC(C1=NC=CC=C1C1=C2C(=NC=C1)C(=NS2)O)(F)F